2-(6-((2-((4-Cyano-2-fluorophenoxy)methyl)pyrimidin-4-yl)oxy)spiro[2.5]octan-1-yl)-1-(((S)-oxetan-2-yl)methyl)-1H-benzo[d]imidazole-6-carboxylic acid C(#N)C1=CC(=C(OCC2=NC=CC(=N2)OC2CCC3(CC3C3=NC4=C(N3C[C@H]3OCC3)C=C(C=C4)C(=O)O)CC2)C=C1)F